C(C1=CC=CC=C1)N1CC(C1)N(C1(CCC(CC1)(F)F)C1=CC=C(C=C1)[C@H](C)NC1=NC=C2C=CC(N(C2=C1)C(C)C)=O)C 7-{[(1S)-1-(4-{1-[(1-benzylazetidin-3-yl)(methyl)amino]-4,4-difluorocyclohexyl}phenyl)ethyl]amino}-1-(propan-2-yl)-1,6-naphthyridin-2(1H)-one